3,3-difluorocyclobutyl (4-cyclobutyl-3-(3,3-difluoro-1-methyl-cyclobutyl)-1-methyl-1H-pyrazol-5-yl)carbamate C1(CCC1)C=1C(=NN(C1NC(OC1CC(C1)(F)F)=O)C)C1(CC(C1)(F)F)C